dichlorodi-tert-butyl-(4-dimethylaminophenyl)palladium (II) phosphonium chloride [Cl-].[PH4+].ClC(C(C)(C)[Pd-](C1=CC=C(C=C1)N(C)C)C(C)(C)C)Cl.[PH4+]